PYRAZIN-2-AMIN N1=C(C=NC=C1)N